1,4-diamino-2,3,5-Tris(trifluoromethyl)benzene NC1=C(C(=C(C(=C1)C(F)(F)F)N)C(F)(F)F)C(F)(F)F